N-benzyl-1-(3-methyloxetan-3-yl)methan-d-amine C(C1=CC=CC=C1)NC(C1(COC1)C)[2H]